COC1=CC=C(C=C1)C(=CC1(OC(=O)C2=C(C(=C(C(=C12)Cl)Cl)Cl)Cl)C=C(C1=CC=C(C=C1)OC)C1=CC=C(C=C1)N1CCCC1)C1=CC=C(C=C1)N1CCCC1 3,3-bis-[1-(4-methoxyphenyl)-1-(4-pyrrolidinylphenyl)ethen-2-yl]-4,5,6,7-tetrachlorophthalide